4-amino-N-((3S)-5,6-difluoro-2,3-dihydro-1-benzofuran-3-yl)-N-methyl-1,3-dihydrofuro[3,4-c][1,7]naphthyridine-8-carboxamide NC1=NC=2C=NC(=CC2C2=C1COC2)C(=O)N(C)[C@@H]2COC1=C2C=C(C(=C1)F)F